5-Ethylquinazolin-8-amine C(C)C1=C2C=NC=NC2=C(C=C1)N